(R)-1-(1-methylcyclopropyl)ethane-1-amine hydrochloride Cl.CC1(CC1)[C@@H](C)N